hydroxy-ethylenediaminetetraacetic acid OC(C(=O)O)N(CCN(CC(=O)O)CC(=O)O)CC(=O)O